4-((S)-3-((R)-((4-cyanophenethyl)amino)(phenyl)methyl)-2,3-dihydro-1H-pyrido[2,3-b][1,4]oxazin-7-yl)-2-fluoro-N-methylbenzenesulfonamide C(#N)C1=CC=C(CCN[C@@H]([C@@H]2CNC3=C(O2)N=CC(=C3)C3=CC(=C(C=C3)S(=O)(=O)NC)F)C3=CC=CC=C3)C=C1